C(C1=CC=CC=C1)OCCCC1=NC=2C(=C3C(=NC2C2CC2)C=C(S3)Br)N1C 2-(3-(benzyloxy)propyl)-7-bromo-4-cyclopropyl-1-methyl-1H-imidazo[4,5-d]thieno[3,2-b]pyridine